C(C)OC(C[C@@H](C=1C=C(C(=CC1)C)C1=CC=CC=C1)NC(=O)NC=1C(N(C=C(C1O)C)C)=O)=O.C(C)(C)(C)[Si](C)(C)OC(CC#C)CC#C Tert-butyl-(hept-1,6-diyn-4-yloxy)dimethylsilane ethyl-(S)-3-(3-(4-hydroxy-1,5-dimethyl-2-oxo-1,2-dihydropyridin-3-yl)ureido)-3-(6-methyl-biphenyl-3-yl)propanoate